6-isopropyl-5-(2-methoxy-4-pyridyl)-7-oxido-1-tetrahydropyran-2-yl-pyrazolo[4,3-g]Isoquinolin-7-ium C(C)(C)C=1[N+](=CC2=CC3=C(C=C2C1C1=CC(=NC=C1)OC)C=NN3C3OCCCC3)[O-]